1-(1-undecoxymethyl)-3-methylimidazole C(CCCCCCCCCC)OCN1CN(C=C1)C